methyl 1-(O-(cyclohexylmethyl)-L-threonyl)piperidine-4-carboxylate C1(CCCCC1)CO[C@@H]([C@H](N)C(=O)N1CCC(CC1)C(=O)OC)C